SC[C@H](C(=O)N1[C@@H](CCC1)C(=O)O)C 1-[(S)-3-Mercapto-2-methylpropionyl]-L-proline